N1CC(CCC1)NC1=NC=C(C(=N1)C=1C=C(NC1)C(=O)NCC(F)(F)F)C(F)(F)F 4-{2-[(piperidin-3-yl)amino]-5-(trifluoromethyl)pyrimidin-4-yl}-N-(2,2,2-trifluoroethyl)-1H-pyrrol-2-carboxamide